ClC1=CC(=C(C=C1)CC(=O)N1CCC2=CC=C(C=C12)OC(F)(F)F)OC 2-(4-chloro-2-methoxyphenyl)-1-(6-(trifluoromethoxy)indolin-1-yl)ethanone